5-[(1-Methylazetidin-3-yl)methylsulfonyl]furan-2-carboxylic acid CN1CC(C1)CS(=O)(=O)C1=CC=C(O1)C(=O)O